N,N,N-trimethyl-1-adamantyl-ammonium iodide [I-].C[N+](C)(C)C12CC3CC(CC(C1)C3)C2